COC1=C(C=CC=C1)N1C2=NC(=NC=C2NC1=O)C=1C=CC2=C(NC(=N2)C)C1 9-(2-Methoxyphenyl)-2-(2-methyl-1H-benzo[d]imidazol-6-yl)-8-oxo-8,9-dihydro-7H-purine